(R)-5-oxo-1-((R)-1-phenylethyl)pyrrolidine-3-carboxylic acid O=C1C[C@H](CN1[C@H](C)C1=CC=CC=C1)C(=O)O